ClC=1C=C(CN2N=NC(=C2)C2=C(N=C3N2C=CC=C3)C3=CC=C(C=C3)C)C=CC1Cl 3-(1-(3,4-Dichlorobenzyl)-1H-1,2,3-triazol-4-yl)-2-(p-tolyl)imidazo[1,2-a]pyridin